N-allyl-2-(bis(3-chloro-4-fluoro-phenyl)methyl)-5-iodo-1H-imidazole-4-sulfonamide C(C=C)NS(=O)(=O)C=1N=C(NC1I)C(C1=CC(=C(C=C1)F)Cl)C1=CC(=C(C=C1)F)Cl